FCCCCCOC(C)C=1C(=C2NC1C=C1C=C(C(=N1)C=C1C=CC(N1)=CC=1C=CC(N1)=C2)C(C)OCCCCCF)[2H] 3,8-bis(1-(5-fluoropentyloxy)ethyl)deuteroporphyrin